FC=1C=C(CN2N=CC(=C2)C(=O)O)C=C(C1C(=O)OC)F 1-(3,5-difluoro-4-(methoxycarbonyl)benzyl)-1H-pyrazole-4-carboxylic acid